[Si](C)(C)(C(C)(C)C)OC[C@@H](C)N1C(=NN=C1)C1=CC=CC(=N1)NC(=O)C1=C(C=C2CCN(CC2=C1)C(=O)OC(C)(C)C)F tert-butyl (R)-7-((6-(4-(1-((tert-butyldimethylsilyl)oxy)propan-2-yl)-4H-1,2,4-triazol-3-yl)pyridin-2-yl)carbamoyl)-6-fluoro-3,4-dihydroisoquinoline-2(1H)-carboxylate